4-[6-(1-hydroxypropyl)-4-methylpyridin-3-yl]-8-(methylamino)imidazo[1,2-a]1,6-naphthyridine-1-carbonitrile OC(CC)C1=CC(=C(C=N1)C=1C=2N(C3=CC(=NC=C3C1)NC)C(=CN2)C#N)C